Racemic-N-(6-amino-5-ethyl-3-pyridyl)-2-[2-methyl-6-[2-(1-methyl-4-piperidyl)benzothiophen-5-yl]-1-piperidyl]-2-oxo-acetamide NC1=C(C=C(C=N1)NC(C(=O)N1C(CCCC1C=1C=CC2=C(C=C(S2)C2CCN(CC2)C)C1)C)=O)CC